(S)-6-(2,4-difluorophenyl)-3-(1-(6-ethoxy-5-methoxypyridin-2-yl)-2-(methylsulfonyl)ethyl)-7-methyl-1H-imidazo[4,5-b]pyridin-2(3H)-one FC1=C(C=CC(=C1)F)C=1C(=C2C(=NC1)N(C(N2)=O)[C@H](CS(=O)(=O)C)C2=NC(=C(C=C2)OC)OCC)C